tertbutyl (3R,5S)-3,5-dimethylpiperazine-1-carboxylate C[C@@H]1CN(C[C@@H](N1)C)C(=O)OC(C)(C)C